3-(1-methyl-4-((4-(methylamino)-5-(trifluoromethyl)pyrimidin-2-yl)amino)-1H-indazol-7-yl)-1-morpholinobutan-1-one CN1N=CC2=C(C=CC(=C12)C(CC(=O)N1CCOCC1)C)NC1=NC=C(C(=N1)NC)C(F)(F)F